9-(4-bromophenyl)acridine BrC1=CC=C(C=C1)C=1C2=CC=CC=C2N=C2C=CC=CC12